8-(1-(2,2-difluoroethyl)-3-methyl-1H-pyrazolo[3,4-b]pyrazin-6-yl)-1-ethyl-3-(6-(trifluoromethyl)pyridin-3-yl)-1,3,8-triazaspiro[4.5]decane-2,4-dione FC(CN1N=C(C=2C1=NC(=CN2)N2CCC1(C(N(C(N1CC)=O)C=1C=NC(=CC1)C(F)(F)F)=O)CC2)C)F